C1(CCCCC1)NC=1NC(/C(/N1)=C/C1=CC2=CN(N=C2C=C1)C)=O (4Z)-2-(cyclohexylamino)-4-[(2-methylindazol-5-yl)methylene]-1H-imidazol-5-one